C1(CCC1)C=1C=NN2C1N=C(C=C2NC2=CC(=CC=C2)F)NC(=O)C2(CCC2)[Si](C)(C)C N-(3-cyclobutyl-7-((3-fluorophenyl)amino)pyrazolo[1,5-a]pyrimidin-5-yl)-1-(trimethylsilyl)cyclobutane-1-carboxamide